CC1=CC=C(C=C1)CC(=O)O para-methylphenylacetic acid